3,5-dimethyladamantan-1-amine hydrochloride Cl.CC12CC3(CC(CC(C1)(C3)C)C2)N